C(C)OC(=O)C1(CC1)C(CBr)=O 1-(2-bromoacetyl)cyclopropanecarboxylic acid ethyl ester